3-((3-((tert-butyl(dimethyl)silyl)oxymethyl)-5-methoxy-phenoxy)methyl)benzaldehyde [Si](C)(C)(C(C)(C)C)OCC=1C=C(OCC=2C=C(C=O)C=CC2)C=C(C1)OC